ClC1=C(C=C(C=C1)C1=C(C=C(C=C1C)C)CCCCC=C)[C@H](CC(=O)OCC)NC([C@H](CC=C)N1C(C=C(C(=C1)CCN(C)C)C(F)(F)F)=O)=O Ethyl (S)-3-(4-chloro-2'-(hex-5-en-1-yl)-4',6'-dimethyl-[1,1'-biphenyl]-3-yl)-3-((S)-2-(5-(2-(dimethylamino)ethyl)-2-oxo-4-(trifluoromethyl)pyridin-1(2H)-yl)pent-4-enamido)propanoate